FC=1C(=NC(=NC1)NC1=CC(=C(C=C1)C)N1CCN(CC1)C)C=1C=C2C(CN=CC2=CC1)(C)C 6-(5-Fluoro-2-((4-methyl-3-(4-methylpiperazin-1-yl)phenyl)amino)pyrimidin-4-yl)-4,4-Dimethyl-3,4-dihydroisoquinolin